4,6-dimethoxy-2-methylthiopyrimidine COC1=NC(=NC(=C1)OC)SC